C(C1=CC=CC=C1)N1C(CCC1)(C(=O)C1=NCCC1)C(=O)OC N-benzyl-2-(methoxycarbonyl)-2-(1-pyrroline-2-carbonyl)tetrahydropyrrole